trans-2-[3-(4-tert-butylphenyl)-2-methyl-2-propenylidene]-malononitrile C(C)(C)(C)C1=CC=C(C=C1)C=C(C=C(C#N)C#N)C